CC(=CCO)C(CC=C(CC)C)C 3,4,7-trimethyl-2,6-nonadien-1-ol